N-(4-cyano-5-cyclopentylpyridin-2-yl)-2-[(1-methyl-1H-1,2,3,4-tetrazol-5-yl)sulfanyl]-5-nitrobenzamide C(#N)C1=CC(=NC=C1C1CCCC1)NC(C1=C(C=CC(=C1)[N+](=O)[O-])SC1=NN=NN1C)=O